2-(4-cyclopropyl-6-methoxypyrimidin-5-yl)-4-(3-fluoro-4-(1-methyl-4-(trifluoromethyl)-1H-imidazol-2-yl)benzyl)-6,7-dihydro-[1,2,4]triazolo[1,5-a]pyrimidin-5(4H)-one C1(CC1)C1=NC=NC(=C1C1=NN2C(N(C(CC2)=O)CC2=CC(=C(C=C2)C=2N(C=C(N2)C(F)(F)F)C)F)=N1)OC